ClCCC(=C(C1=CC=CC=C1)C1=CC=C(OCCN(C)CC=2C(=C3C(N(C(C3=CC2)=O)C2C(NC(CC2)=O)=O)=O)F)C=C1)C1=CC=CC=C1 5-(((2-(4-(4-chloro-1,2-diphenylbut-1-en-1-yl)phenoxy)ethyl)(methyl)amino)methyl)-2-(2,6-dioxopiperidin-3-yl)-4-fluoroisoindoline-1,3-dione